(R)-3-Hydroxy-1-methyl-3-(3-(3-(1-(tetrahydro-2H-pyran-2-yl)-1H-pyrazolo[3,4-d]pyrimidin-6-yl)phenyl)isoxazol-5-yl)pyrrolidin-2-one O[C@@]1(C(N(CC1)C)=O)C1=CC(=NO1)C1=CC(=CC=C1)C1=NC=C2C(=N1)N(N=C2)C2OCCCC2